BrCC(=O)N1C(COC12COC2)C2=CC=CC=C2 2-bromo-1-(7-phenyl-2,5-dioxa-8-azaspiro[3.4]oct-8-yl)ethan-1-one